CC=1C=C(C(C=O)=CC1C)C=O 4,5-dimethylphthalaldehyde